The molecule is the methyl glycoside of L-xylopyranose. It is a methyl glycoside and a monosaccharide derivative. It derives from a L-xylopyranose. COC1[C@H]([C@@H]([C@H](CO1)O)O)O